ClC=1C=C(C=CC1CC(F)(F)F)NC=1C2=C(N=CN1)C=C(C(=N2)O[C@@H]2CNCC2)F N-[3-chloro-4-(2,2,2-trifluoroethyl)phenyl]-7-fluoro-6-[(3S)-pyrrolidin-3-yl]oxy-pyrido[3,2-d]pyrimidin-4-amine